(3R)-tert-butyl 8-(acetamidomethyl)-9-(1-(4-(difluoromethoxy) phenyl) ethyl)-3-methyl-10-oxo-3,4,7,8,9,10-hexahydropyrido[4',3':3,4]pyrazolo[1,5-a]pyrazine-2(1H)-carboxylate C(C)(=O)NCC1N(C(C=2N(C1)N=C1C2CN([C@@H](C1)C)C(=O)OC(C)(C)C)=O)C(C)C1=CC=C(C=C1)OC(F)F